C(CCCCCCCCCCCCCCC)[SiH](O[SiH2]O[SiH2]O[SiH2]O[SiH2]O[SiH2]O[SiH3])C Hexadecylmethyl-heptasiloxane